N1(CCCC2=CC=CC=C12)C(\C=C\C1=CC(=C(C=C1)OCC#C)OC)=O (E)-1-(3,4-dihydroquinolin-1(2H)-yl)-3-(3-methoxy-4-(prop-2-yn-1-yloxy)phenyl)prop-2-en-1-one